[La].C(C)(C)NC=NC(C)C.C(C)(C)NC=NC(C)C.C(C)(C)NC=NC(C)C tris(N,N'-diisopropylformamidine) lanthanum